C(=O)(O)[C@H]1C[C@@H](CN1)[N+](C)(C)C (3S,5R)-5-Carboxy-N,N,N-trimethylpyrrolidin-3-aminium